((3-methyloxetan-3-yl)methyl)benzamide CC1(COC1)CC1=C(C(=O)N)C=CC=C1